ClC1=CC(=C(N=N1)C(NC([2H])([2H])[2H])=O)NC=1C=C(COCC2=CC(=CC(=N2)NC(OC(C)(C)C)=O)F)C=C(C1OC)C1=NN(C=C1)C1CC1 Tert-butyl (6-(((3-((6-chloro-3-((methyl-d3)carbamoyl)pyridazin-4-yl)amino)-5-(1-cyclopropyl-1H-pyrazol-3-yl)-4-methoxybenzyl)oxy)methyl)-4-fluoropyridin-2-yl)carbamate